3-(5-(((1S,2S)-2-(3-isopropoxyazetidin-1-yl)cyclohexyl)oxy)-1-oxoisoindolin-2-yl)piperidine-2,6-dione C(C)(C)OC1CN(C1)[C@@H]1[C@H](CCCC1)OC=1C=C2CN(C(C2=CC1)=O)C1C(NC(CC1)=O)=O